1-(benzofuran-2-yl(1-butyl-1H-tetrazol-5-yl)methyl)-4-(3-(trifluoromethyl)pyridin-2-yl)piperazine O1C(=CC2=C1C=CC=C2)C(N2CCN(CC2)C2=NC=CC=C2C(F)(F)F)C2=NN=NN2CCCC